N5-[3-chloro-2-[2-(methoxymethyl)-1-piperidyl]phenyl]-N2,N2-dimethyl-thiophene-2,5-disulfonamide ClC=1C(=C(C=CC1)NS(=O)(=O)C1=CC=C(S1)S(=O)(=O)N(C)C)N1C(CCCC1)COC